C(C)(C)(C)C=1C(=C(C(=CC1)O)C)C(C)(C)C di-tert-butyl-cresol